C(C)(C)(C)OC(=O)N1C(CN(CC1)C=1C=NC=CC1C1=CC(=C(C=C1)CNC(=O)C1=NOC(=N1)C(C)(C)C)C)C(F)(F)F tert-butyl-4-(4-(4-((5-(tert-butyl)-1,2,4-oxadiazole-3-carboxamido)methyl)-3-methylphenyl)pyridin-3-yl)-2-(trifluoromethyl)piperazine-1-carboxylate